C(C1=CC=CC=C1)OC(C)CC(C)OCC1=CC=CC=C1 2,4-dibenzyloxypentane